thiazolo[5,4-B]pyridine-7-carboxylic acid N1=CSC2=NC=CC(=C21)C(=O)O